(2r,5r)-3-(4-aminophenyl)-2-(1-(4-bromophenyl)-3-(thiophen-3-yl)-1H-pyrazol-4-yl)-5-methyl-oxazolidin-4-one NC1=CC=C(C=C1)N1[C@H](O[C@@H](C1=O)C)C=1C(=NN(C1)C1=CC=C(C=C1)Br)C1=CSC=C1